8-Bromo-6-chloroimidazo[1,2-b]pyridazine-3-carboxylic acid BrC=1C=2N(N=C(C1)Cl)C(=CN2)C(=O)O